C(#N)C=1C=C(COC2=C(CN[C@H](CO)C(=O)O)C=C(C(=C2)OCC=2C(N(C=CC2)C2=CC3=C(OCCO3)C=C2)=O)C)C=CC1 (2-((3-cyanobenzyl)oxy)-4-((1-(2,3-dihydrobenzo[b][1,4]dioxin-6-yl)-2-oxo-1,2-dihydropyridin-3-yl)methoxy)-5-methylbenzyl)-D-serine